tert-butyl 2-((S)-2-(5-(difluoromethyl)isoxazole-3-carboxamido)-3-(1-methylcyclopropyl)propanoyl)-1-(((S)-2-oxopyrrolidin-3-yl)methyl)hydrazine-1-carboxylate FC(C1=CC(=NO1)C(=O)N[C@H](C(=O)NN(C(=O)OC(C)(C)C)C[C@H]1C(NCC1)=O)CC1(CC1)C)F